C12(C(=CC=C3C4=CC=CC=C4C=C13)C(=O)N)C=CC=C1C3=CC=CC=C3C=C12 spirobifluoreneamide